N-(2-(1H-indol-3-yl)ethyl)-2-(benzo[b]thiophen-3-yl)-9-isopropyl-9H-purin-6-amine N1C=C(C2=CC=CC=C12)CCNC1=C2N=CN(C2=NC(=N1)C=1C2=C(SC1)C=CC=C2)C(C)C